ClC1=CC2=C(N(C(C(N2C)=O)=O)C2CCNCC2)N=C1 4-(7-chloro-1-methyl-2,3-dioxo-2,3-dihydropyrido[2,3-b]pyrazin-4(1H)-yl)piperidin